5-CHLORO-3-FLUORO-2-HYDROXY-BENZALDEHYDE ClC=1C=C(C(=C(C=O)C1)O)F